C(#N)C=1C(=C(C(=O)O)C=CC1O)O cyano-2,4-dihydroxybenzoic acid